C(C)(=O)CCCCCC(=O)N1[C@@H](CC(C1)O)CO N-(acetylhexanoyl)-4-hydroxyprolinol